4-ethoxy-8-fluoro-2-phenylquinolin C(C)OC1=CC(=NC2=C(C=CC=C12)F)C1=CC=CC=C1